SCCC[SiH2]CCCS mercaptopropyl-3-mercaptopropyl-silane